FC1(CN(C1)C1=NC(=CC(=N1)C=1OC(=NN1)C1=C(C=C(C=C1)I)N1CCC2(CC2)CC1)C)F 2-(2-(3,3-difluoroazetidin-1-yl)-6-methylpyrimidin-4-yl)-5-(4-iodo-2-(6-azaspiro[2.5]oct-6-yl)phenyl)-1,3,4-oxadiazole